C1(=CC=C(C=C1)NC1=NC=C(C(=N1)NC1CC1)C(F)(F)F)NC1=NC=C(C(=N1)NC1CC1)C(F)(F)F N2,N2'-(1,4-phenylene)bis(N4-cyclopropyl-5-(trifluoromethyl)pyrimidine-2,4-diamine)